Cl.C1(=CCCC1)C=1C(=C(C(=NC1C)C)C(=O)NC1=CC(=C(C=C1)OC1=CC=NC2=CC(=C(N=C12)OC)OC)F)O 5-(Cyclopenten-1-yl)-N-[4-[(6,7-dimethoxy-1,5-naphthyridin-4-yl)oxy]-3-fluorophenyl]-4-hydroxy-2,6-dimethylpyridine-3-carboxamide hydrochloride